5-[2-methyl-5-[[(1R,5S,7s)-3-oxa-9-azabicyclo[3.3.1]nonan-7-yl]oxy]-4-pyridyl]-N-(6-methylpyrimidin-4-yl)pyrazolo[1,5-a]pyridin-2-amine CC1=NC=C(C(=C1)C1=CC=2N(C=C1)N=C(C2)NC2=NC=NC(=C2)C)OC2C[C@H]1COC[C@@H](C2)N1